FC=1C(=NC=CC1C1=CC(=CC=2C(=COC21)C(F)(F)F)CO)CNS(=O)C(C)(C)C N-((3-fluoro-4-(5-(hydroxymethyl)-3-(trifluoromethyl)benzofuran-7-yl)pyridin-2-yl)methyl)-2-methylpropane-2-sulfinamide